methyl 4-((2-(methoxycarbonyl) phenyl) (methyl) amino)-3-nitrobenzoate COC(=O)C1=C(C=CC=C1)N(C1=C(C=C(C(=O)OC)C=C1)[N+](=O)[O-])C